2-(3-(8-amino-6-(1H-pyrazol-4-yl)imidazo[1,2-a]pyrazin-3-yl)-4-methylphenyl)-1,1-difluoropropan-2-ol NC=1C=2N(C=C(N1)C=1C=NNC1)C(=CN2)C=2C=C(C=CC2C)C(C(F)F)(C)O